C(C)OC1=C(C=CC=C1)C1=CC=2C(=CN=C(C2)NC(=O)C2CC2)N1C N-[2-(2-ethoxyphenyl)-1-methylpyrrolo[2,3-c]pyridin-5-yl]cyclopropanecarboxamide